(2R,3R)-2-(2,5-difluorophenyl)-3-((3-(pyridin-4-yl)propyl)disulfanyl)-1-(1H-1,2,4-triazol-1-yl)butan-2-ol FC1=C(C=C(C=C1)F)[C@@](CN1N=CN=C1)([C@@H](C)SSCCCC1=CC=NC=C1)O